NC1=NC=CC=C1C1=NC=2C(=NC=C(C2)C2=CC=C(C=C2)NC(C2=CC=CC=C2)=O)N1C1=CC=C(CNC(=O)C=2C=C(C=CC2)CC(=O)O)C=C1 2-(3-((4-(2-(2-aminopyridin-3-yl)-6-(4-benzamidophenyl)-3H-imidazo[4,5-b]pyridin-3-yl)benzyl)carbamoyl)phenyl)acetic acid